C(C)(C)(C)C=1C=C(C=CC1)C1CC2(C1)CN(CC2)C(=O)C2CC(C2)(C)O (2-(3-(tert-Butyl)phenyl)-6-azaspiro[3.4]octan-6-yl)((1s,3s)-3-hydroxy-3-methylcyclobutyl)methanone